2-methacryloxyethyl-(2-methacryloyloxyethyl) isocyanate C(C(=C)C)(=O)OCCC(CN=C=O)OC(C(=C)C)=O